2-methyleneadipic anhydride C=C1C(=O)OC(CCC1)=O